FC(C1NCCNC1)(F)F 2-(trifluoro-methyl)piperazine